[Na+].OC1=C(C(=O)[O-])C=CC=C1 hydroxybenzoate Sodium